n-Dodecylmethyldichlorsilan C(CCCCCCCCCCC)[Si](Cl)(Cl)C